[Sn].[In].[Ga].[Hg] mercury gallium indium tin